CC(CN)CC(C)N 2-methyl-1,4-pentanediamine